CC1=NOC(=C1CO)C(F)(F)F (3-Methyl-5-(trifluoromethyl)isoxazol-4-yl)methanol